FC([C@@H]1[C@](CN(CC1)C([2H])([2H])[2H])(C([2H])([2H])[2H])CO)F |r| ((±)-(3S,4S)-4-(Difluoromethyl)-1-(methyl-d3)-3-(methyl-d3)piperidin-3-yl)methanol